C(=O)O.C1CCCC1.C1CCCC1 dicyclopentane formate